ClC1=NC(=C2N=CN(C2=N1)C(C)C)C1=C(C=CC=C1N)N (2-chloro-9-isopropyl-9H-purin-6-yl)benzene-1,3-diamine